1-{2-[3-(4-propionyl-piperazin-1-yl)-phenylamino]-pyrimidin-4-yl}-1H-indole-3-carboxamide C(CC)(=O)N1CCN(CC1)C=1C=C(C=CC1)NC1=NC=CC(=N1)N1C=C(C2=CC=CC=C12)C(=O)N